Vinyl dimethylpropionate CC(C(=O)OC=C)(C)C